4-[5-(4-chlorophenyl)-2-{[(3S)-pyrrolidin-3-ylmethyl]amino}pyrimidin-4-yl]benzonitrile ClC1=CC=C(C=C1)C=1C(=NC(=NC1)NC[C@@H]1CNCC1)C1=CC=C(C#N)C=C1